ClC1=C(C=CC2=C1C(=NCC=1N2C=CC(N1)=O)C1=C(C=CC=C1F)F)C(F)(F)F 8-chloro-7-(2,6-difluorophenyl)-9-(trifluoromethyl)-5H-pyrimido[1,2-a][1,4]benzodiazepin-3-one